CC1(CCC=2C(=NNC2C1)C=1NC2=CC(=CC=C2C1)N1C(C2(CC1)CCN(CC2)CC2CCN(CC2)C2=CC=C(C=N2)N2C(CCCC2=O)=O)=O)C (6-(4-((2-(2-(6,6-dimethyl-4,5,6,7-tetrahydro-1H-indazol-3-yl)-1H-indol-6-yl)-1-oxo-2,8-diazaspiro[4.5]dec-8-yl)methyl)piperidin-1-yl)pyridin-3-yl)piperidine-2,6-dione